BrC1=C(C(=O)O)C=C(C(=C1)COC)F 2-bromo-5-fluoro-4-(methoxymethyl)benzoic acid